6-hydroxy-1,5-dihydro-4,1-benzoxazepin-2-one OC1=CC=CC2=C1COCC(N2)=O